2-(2-ethoxy-6-fluorophenyl)-4,4,5,5-tetramethyl-1,3,2-dioxaborolane C(C)OC1=C(C(=CC=C1)F)B1OC(C(O1)(C)C)(C)C